CB1NC2=CC=CC=C2C=C1 2-methyl-1-aza-2-bora-1H-naphthalene